(S)-3-(1-(2H-tetrazol-5-yl)cyclopropyl)-6-(1-amino-1,3-dihydrospiro[indene-2,4'-piperidin]-1'-yl)-1,5-dihydro-4H-pyrazolo[3,4-d]pyrimidin-4-one N=1NN=NC1C1(CC1)C1=NNC=2N=C(NC(C21)=O)N2CCC1(CC2)[C@@H](C2=CC=CC=C2C1)N